NC1=C(C=C(C=N1)NC(C(=O)N1[C@H](CC[C@@H](C1)C)C=1C=CC2=C(N=C(S2)CCN2CCOCC2)C1)=O)C N-(6-amino-5-methylpyridin-3-yl)-2-((2R,5S)-5-methyl-2-(2-(2-morpholinoethyl)benzo[d]thiazol-5-yl)piperidin-1-yl)-2-oxoacetamide